1,2-bis(pentabromophenyl)-ethane BrC1=C(C(=C(C(=C1CCC1=C(C(=C(C(=C1Br)Br)Br)Br)Br)Br)Br)Br)Br